COC1=NOC=2CN(CCC21)N=O 3-methoxy-6-nitroso-4,5,6,7-tetrahydroisoxazolo[5,4-c]pyridine